(2S)-4-[(3-{3-[(4-methoxyphenyl)methyl]-2,4-dioxo Tert-butyl-1,3-diazinan-1-yl}imidazo[1,2-a]pyridin-7-yl)methyl]-2-methylpiperazine-1-carboxylate COC1=CC=C(C=C1)CN1C(N(CC(C1=O)C(C)(C)C)C1=CN=C2N1C=CC(=C2)CN2C[C@@H](N(CC2)C(=O)[O-])C)=O